FCCN(C1=CC=C(N=N1)C1=C(C=C(C=C1)C=1C=NNC1)O)C1CC(NC(C1)(C)C)(C)C 2-(6-((2-fluoroethyl)(2,2,6,6-tetramethylpiperidin-4-yl)amino)pyridazin-3-yl)-5-(1H-pyrazol-4-yl)phenol